2-cyclohexyl-2-(3,3-diphenylpropyl)-1,3-dimethoxypropane C1(CCCCC1)C(COC)(COC)CCC(C1=CC=CC=C1)C1=CC=CC=C1